OC(COC1=CC(=C(C=C1)C1=NC(=NC(=N1)C1=C(C=C(C=C1)C)C)C1=C(C=C(C=C1)C)C)O)COCC(CCCC)CC 2-(4-(2-hydroxy-3-(2-ethylhexyloxy)propoxy)-2-hydroxyphenyl)-4,6-bis(2,4-dimethylphenyl)-1,3,5-triazine